FC[C@@H](C)N1N=NC2=C1C=C(C=C2)C=2C=CN1N=C(N=C(C12)OC)NC1CCN(CC1)C1COC1 (R)-5-(1-(1-fluoropropan-2-yl)-1H-benzo[d][1,2,3]triazol-6-yl)-4-methoxy-N-(1-(oxetan-3-yl)piperidin-4-yl)pyrrolo[2,1-f][1,2,4]triazin-2-amine